FC=1C=C(C=CC1)C1C(C1)CNC(=O)C1N(CCOC1)N1NC2=CC=CC=C2C1C(=O)NC 2-({[2-(3-fluorophenyl)cyclopropyl-methyl]carbamoyl}morpholin-4-yl)-N-methyl-1H-indazole-3-carboxamide